[I-].FC(C(C)(C)OC(=O)N1C=[N+](C=C1)C)(F)F (2,2,2-trifluoro 1,1-dimethyl-ethyl)3-methylimidazol-3-ium-1-carboxylate iodide